(R)-N-(2-(1-ethyl-2-methyl-1,2,5,6-tetrahydropyridin-3-yl)thieno[2,3-b]pyridin-4-yl)-6-fluorobenzo[d]thiazol-5-amine C(C)N1[C@@H](C(=CCC1)C1=CC=2C(=NC=CC2NC=2C(=CC3=C(N=CS3)C2)F)S1)C